10-((1,4-Dioxan-2-yl)methoxy)-6-(tert-butyl)-2-oxo-6,7-dihydro-2H-pyrido[2',1':3,4]pyrazino[1,2-b]indazole-3-carboxylic acid ethyl ester C(C)OC(=O)C=1C(C=C2N(C(CN3N=C4C(=CC=CC4=C32)OCC3OCCOC3)C(C)(C)C)C1)=O